6-amino-2-butyl-1,3-diazaspiro[4.4]non-1-en-4-one NC1C2(C(NC(=N2)CCCC)=O)CCC1